N-{2-[(3S)-3-Methylmorpholin-4-yl]-[1,3]thiazolo[5,4-c]pyridin-6-yl}-5-(oxan-4-yl)-6-[(pyrrolidin-1-yl)methyl]pyridin-2-amine C[C@@H]1N(CCOC1)C=1SC=2C=NC(=CC2N1)NC1=NC(=C(C=C1)C1CCOCC1)CN1CCCC1